COC(C(CC1N(CCC1)C(=O)OCC1=CC=CC=C1)C1=CC=C(C=C1)OC)=O (±)-Benzyl 2-(3-methoxy-2-(4-methoxyphenyl)-3-oxopropyl)pyrrolidine-1-carboxylate